OC1=C(OC2=C(C1=O)C(=CC(=C2)OC)O)C2=C(C=CC=C2)NCCCN2C=NC=C2C 3,5-dihydroxy-7-methoxy-2-(2-((3-(5-methyl-1H-imidazol-1-yl)propyl)amino)phenyl)-4H-benzopyran-4-one